(S)-6-chloro-4-(3-(2-chloro-7-(1-methoxyethyl)pyrazolo[1,5-a]pyrimidin-6-yl)ureido)-N,N-dimethylpyridineamide ClC1=CC(=CC(=N1)C(=O)N(C)C)NC(=O)NC=1C=NC=2N(C1[C@H](C)OC)N=C(C2)Cl